1-[({1-[9-ethyl-6-(2-methylbenzoyl)-9H-carbazol-3-yl]ethylidene}Amino)oxy]ethanone C(C)N1C2=CC=C(C=C2C=2C=C(C=CC12)C(C)=NOC(C)=O)C(C1=C(C=CC=C1)C)=O